CC1=C(C(OC2=CC=CC=C12)=O)CC(=O)O 4-methyl-coumarin-3-acetic acid